COC(=O)C=1N=NC(=CC1NC1=CC=C(C=C1)C1(COC1)O)C1=C(C=CC=C1F)F 6-(2,6-difluorophenyl)-4-((4-(3-hydroxyoxetan-3-yl)phenyl)amino)pyridazine-3-carboxylic acid methyl ester